bis(2,3-dimethyl-1-indenyl)zirconium dichloride [Cl-].[Cl-].CC=1C(C2=CC=CC=C2C1C)[Zr+2]C1C(=C(C2=CC=CC=C12)C)C